N-aminononadecyl-succinimide acrylate C(C=C)(=O)O.NCCCCCCCCCCCCCCCCCCCN1C(CCC1=O)=O